decyldi(n-butyl)ammonium tetrakis(pentafluorophenyl)borate Methyl-4-[3-(4-bromo-2,6-dichlorobenzoyl)-2,4-dihydro-1,3-benzoxazin-8-yl]-2-(3-oxa-8-azabicyclo[3.2.1]octan-8-yl)benzoate COC(C1=C(C=C(C=C1)C1=CC=CC=2CN(COC21)C(C2=C(C=C(C=C2Cl)Br)Cl)=O)N2C1COCC2CC1)=O.FC1=C(C(=C(C(=C1[B-](C1=C(C(=C(C(=C1F)F)F)F)F)(C1=C(C(=C(C(=C1F)F)F)F)F)C1=C(C(=C(C(=C1F)F)F)F)F)F)F)F)F.C(CCCCCCCCC)[NH+](CCCC)CCCC